anti-methyl 2-(1-(3-azido-5-(bromomethyl)benzyl)-5-(4-(trifluoromethyl) phenyl)piperidin-3-yl)acetate N(=[N+]=[N-])C=1C=C(CN2CC(CC(C2)C2=CC=C(C=C2)C(F)(F)F)CC(=O)OC)C=C(C1)CBr